7-[(2S,3S,4R,5R)-3,4-dihydroxy-5-(hydroxymethyl)-2-pyrrolidinyl]-1,5-dihydropyrrolo[2,3-e]pyrimidin-4-one O[C@H]1[C@@H](N[C@@H]([C@H]1O)CO)C1=CNC=2C(N=CNC21)=O